C(C)(=O)NC1=CC=C(C=C1)NC(C1=C(N=CC(=C1)C1=CC(=CC=C1)NC(C)=O)N)=O N-(4-acetamidophenyl)-5-(3-acetamidophenyl)-2-aminonicotinamide